2-(6-(4-((6-Bromo-2-(2,6-dioxopiperidin-3-yl)-1-oxoisoindolin-5-yl)methyl)piperazine-1-yl)-1-oxoisoindoline-2-yl)-2-(5-fluoro-2-hydroxyphenyl)-N-(thiazol-2-yl)acetamide BrC1=C(C=C2CN(C(C2=C1)=O)C1C(NC(CC1)=O)=O)CN1CCN(CC1)C1=CC=C2CN(C(C2=C1)=O)C(C(=O)NC=1SC=CN1)C1=C(C=CC(=C1)F)O